7,8-difluoro-N-[rac-1-benzyl-1,3-dimethyl-butyl]quinoline-3-carboxamide FC1=CC=C2C=C(C=NC2=C1F)C(=O)N[C@@](CC(C)C)(C)CC1=CC=CC=C1 |r|